2-amino-3-bromo-5-chloro-N-(2,2,2-trifluoroethyl)benzamide NC1=C(C(=O)NCC(F)(F)F)C=C(C=C1Br)Cl